(2-ethyl-6-(trifluoromethyl)imidazo[1,2-a]pyrimidin-3-yl)(4-methoxyphenyl)-methanone C(C)C=1N=C2N(C=C(C=N2)C(F)(F)F)C1C(=O)C1=CC=C(C=C1)OC